2-(piperidin-1-yl)ethyl (S)-6-diazo-2-((R)-2-methoxypropanamido)-5-oxohexanoate [N+](=[N-])=CC(CC[C@@H](C(=O)OCCN1CCCCC1)NC([C@@H](C)OC)=O)=O